((4aR,8aS)-1-(4-fluorophenyl)-6-((4-(trifluoromethyl)phenyl)sulfonyl)-4,4a,5,6,7,8,8a,9-octahydro-1H-pyrazolo[3,4-g]isoquinolin-4a-yl)(thiazol-2-yl)methanone FC1=CC=C(C=C1)N1N=CC2=C1C[C@@H]1CCN(C[C@]1(C2)C(=O)C=2SC=CN2)S(=O)(=O)C2=CC=C(C=C2)C(F)(F)F